(R)-8-(8-((2-amino-3-chloropyridin-4-yl)thio)-[1,2,4]triazolo[4,3-c]pyrimidin-5-yl)-8-azaspiro[4.5]decan-1-amine NC1=NC=CC(=C1Cl)SC=1C=2N(C(=NC1)N1CCC3(CCC[C@H]3N)CC1)C=NN2